3-[2-[6-(2-aminoethoxy)-1,3-benzothiazol-2-yl]-2-(benzenesulfonamido)ethyl]benzamidine NCCOC1=CC2=C(N=C(S2)C(CC=2C=C(C(=N)N)C=CC2)NS(=O)(=O)C2=CC=CC=C2)C=C1